C1(CC1)C1=NC(=NN1)NC=1SC(=C(N1)C=1C=C(C#N)C=CC1)C1=C(C=NC=C1)C 3-{2-[(5-Cyclopropyl-1H-1,2,4-Triazol-3-Yl)Amino]-5-(3-Methylpyridin-4-Yl)-1,3-Thiazol-4-Yl}Benzonitrile